FC(C=1C=C(C=C(C1)C(F)(F)F)C=1SC=C(N1)C1=C(C=C(C=C1)C(F)(F)F)O)(F)F 2-(2-(3,5-bis(trifluoromethyl)phenyl)thiazol-4-yl)-5-(trifluoromethyl)phenol